Tris(4-vinylphenyl)phosphate C(=C)C1=CC=C(C=C1)OP(=O)(OC1=CC=C(C=C1)C=C)OC1=CC=C(C=C1)C=C